(S)-6-(3-isopropyl-5-((1-methylpiperidin-3-yl)oxy)-1H-indol-2-yl)-8-methyl-[1,2,4]triazolo[1,5-a]pyridine C(C)(C)C1=C(NC2=CC=C(C=C12)O[C@@H]1CN(CCC1)C)C=1C=C(C=2N(C1)N=CN2)C